C1(=CC=CC=C1)[C@@H](C)NC(=O)N1C2CN(C(C1)C2)C=2SC(=CN2)C2=NOC(=N2)C(F)(F)F N-((R)-1-Phenyl-ethyl)-5-(5-(5-(trifluoromethyl)-1,2,4-oxadiazol-3-yl)thiazol-2-yl)-2,5-diazabicyclo[2.2.1]heptane-2-carboxamide